C[C@@H]1O[C@@H](CN(C1)C1N(C=CC=N1)CCCCCCC(=O)NO)C 2-((2S,6R)-2,6-dimethylmorpholino)-N-(7-(hydroxyamino)-7-oxoheptyl)pyrimidine